4,5-difluoro-2-isopropylaniline FC1=CC(=C(N)C=C1F)C(C)C